OC1=CC=C(C(=O)OC\C=C\C2=CC=C(C=C2)O)C=C1 p-coumaryl p-hydroxybenzoate